N-(5-amino-2-methylpyridin-3-yl)-2-methylquinoline-6-carboxamide NC=1C=C(C(=NC1)C)NC(=O)C=1C=C2C=CC(=NC2=CC1)C